[6-(2,5-dioxopyrrolidin-1-yloxy)-6-oxohexyl]-2-(3-{1-[6-(2,5-dioxopyrrolidin-1-yloxy)-6-oxohexyl]-3,3-dimethyl-1,3-dihydro-2H-indol-2-ylidene}prop-1-en-1-yl)-3,3-dimethyl-3H-indolium O=C1N(C(CC1)=O)OC(CCCCC[N+]1=C(C(C2=CC=CC=C12)(C)C)C=CC=C1N(C2=CC=CC=C2C1(C)C)CCCCCC(=O)ON1C(CCC1=O)=O)=O